1-isopropyl-1-cyclohexanol methyl-acrylate ethyl-4-((1R,2R,3R,4S)-3-(1-methyl-3-(trifluoromethyl)-1H-pyrazol-5-yl)-7-oxabicyclo[2.2.1]heptane-2-carboxamido)benzoate C(C)C1=C(C(=O)O)C=CC(=C1)NC(=O)[C@H]1[C@H]2CC[C@@H]([C@H]1C1=CC(=NN1C)C(F)(F)F)O2.CC(C(=O)O)=C.C(C)(C)C2(CCCCC2)O